9-(4-chloro-2-fluoro-phenyl)-2,3-dimethyl-7-[(2R)-2-(2-methyl-4-pyridyl)morpholin-4-yl]pyrido[1,2-a]pyrimidin-4-one ClC1=CC(=C(C=C1)C1=CC(=CN2C1=NC(=C(C2=O)C)C)N2C[C@H](OCC2)C2=CC(=NC=C2)C)F